NC1=NC2=CC(=C(C=C2C(=C1)CO)C(=O)N1C(CCCC1)C1=CC=C(C=C1)C(F)(F)F)F (2-amino-7-fluoro-4-(hydroxymethyl)quinolin-6-yl)(2-(4-(trifluoromethyl)phenyl)piperidin-1-yl)methanone